5-(4-methyl-2-oxo-1,2-dihydropyridin-3-yl)-1H-pyrrole CC1=C(C(NC=C1)=O)C1=CC=CN1